CC1=C(C(=CC(=C1)C=1N(N=CC1)C)C)C1=CC=CC=C1 2',6'-dimethyl-4'-(2-methyl-2H-pyrazol-3-yl)-biphenyl